(1,2,3,4-tetramethyl-5-n-propylcyclopentadienyl)(4,7-dimethylindenyl)zirconium dichloride [Cl-].[Cl-].CC1(C(=C(C(=C1CCC)C)C)C)[Zr+2]C1C=CC2=C(C=CC(=C12)C)C